ethyl 2-(4-cyano-6-fluoro-5-methyl-2-oxo-1,2-dihydroquinolin-3-yl)-2,2-difluoroacetate C(#N)C1=C(C(NC2=CC=C(C(=C12)C)F)=O)C(C(=O)OCC)(F)F